FC1=C(C=C(C=C1)SC=1C(=C2C=CNC2=C(C1F)F)F)C=1NC=C(N1)C1(CCOC2=C(C=CC=C12)CCC(=O)OCC)C ethyl 3-[4-[2-[2-fluoro-5-[(4,6,7-trifluoro-1H-indol-5-yl)sulfanyl]phenyl]-1H-imidazol-4-yl]-4-methyl-chroman-8-yl]propanoate